FC1=C(C(=CC=C1)F)C1=NC=CC(=N1)C(=O)N 2-(2,6-difluorophenyl)pyrimidine-4-carboxamide